1-(2,2-difluoro-1,3-benzodioxol-5-yl)-5-isopropyl-pyrazol FC1(OC2=C(O1)C=CC(=C2)N2N=CC=C2C(C)C)F